FC(C=1C(=C(C=CC1)[C@@H](C)NC=1C2=C(N=CN1)N(C(C(=C2)C2(CCS(CC2)=O)F)=O)C)F)F 4-{[(1R)-1-[3-(difluoromethyl)-2-fluorophenyl]ethyl]amino}-6-(4-fluoro-1-oxo-1λ4-thian-4-yl)-8-methyl-7H,8H-pyrido[2,3-d]pyrimidin-7-on